ClCC1=NC2=C(N1C[C@H]1OCC1)C=CC(=C2)C(=O)OC methyl (S)-2-(chloromethyl)-1-((oxetan-2-yl) methyl)-1H-benzo[d]imidazole-5-carboxylate